para-azidomethylphenyl-trimethoxysilane N(=[N+]=[N-])CC1=CC=C(C=C1)[Si](OC)(OC)OC